N-[3-(methoxydimethylsilyl)propyl]-N',N''-dimethylguanidine CO[Si](CCCNC(=NC)NC)(C)C